1,1-dimethoxy-2-bromopropane COC(C(C)Br)OC